C(#N)C=1C=NN2C1C(=CC(=C2)OCC(C)(C)O)C=2C=CC(=NC2)N2CCC(CC2)(C)NC(C2=NC(=CC=C2)C)=O N-(1-(5-(3-cyano-6-(2-hydroxy-2-methylpropoxy)pyrazolo[1,5-a]pyridin-4-yl)pyridin-2-yl)-4-methylpiperidin-4-yl)-6-methylpicolinamide